C(C)[SiH](O[SiH](C)CC)C 1,3-diethyl-1,3-dimethyldisiloxane